CC1CNCC(C1C1=C2CN(CC2=C(C(=C1F)F)F)C1C(NC(CC1)=O)=O)C 4-(3,5-Dimethylpiperidin-4-yl)-2-(2,6-dioxopiperidin-3-yl)-5,6,7-trifluoroisoindoline